CC=1OC=C(N1)C1=NC=CC(=C1)C1=NOC(=N1)C(F)(F)F 3-(2-(2-methyl-oxazol-4-yl)pyridin-4-yl)-5-(trifluoromethyl)-1,2,4-oxadiazole